5-bromo-6-methyl-2,3-dihydro-1H-inden-4-amine BrC1=C(C=2CCCC2C=C1C)N